(7-(1-methylcyclopropyl)quinoline-4-carbonyl)glycine CC1(CC1)C1=CC=C2C(=CC=NC2=C1)C(=O)NCC(=O)O